OC1=CC=C(C(=O)C=2N(C=CC2C(=O)N)C)C=C1 (4-hydroxybenzoyl)-1-methylpyrrole-3-carboxamide